(R)-8-((3S,5R)-4-acryloyl-3,5-dimethylpiperazin-1-yl)-11-(4-fluorophenyl)-3-(thiophen-2-yl)-10-(trifluoromethyl)-3,4-dihydro-2H,6H-[1,4]thiazepino[2,3,4-ij]quinazolin-6-one C(C=C)(=O)N1[C@H](CN(C[C@H]1C)C1=NC(N2C3=C(C(=C(C=C13)C(F)(F)F)C1=CC=C(C=C1)F)SC[C@@H](C2)C=2SC=CC2)=O)C